FC1=C(C=C(C=C1)C=1C(=NC=NC1C=1C=NN(C1)CC1=CC=C(C=C1)C(F)(F)F)N)OC 5-(4-fluoro-3-methoxyphenyl)-6-(1-{[p-(trifluoromethyl)phenyl]methyl}-1H-pyrazol-4-yl)-4-pyrimidinylamine